C(C1=CC=CC=C1)OC1=C(C=CC(=C1)S(=O)(=O)C)C1=NN=C(C2=CC(=CC=C12)C)N[C@H]1CN(CCC1)C(=O)OC(C)(C)C tert-butyl (3R)-3-[[4-(2-benzyloxy-4-methylsulfonyl-phenyl)-7-methyl-phthalazin-1-yl]amino]piperidine-1-carboxylate